C(#C)C1=NN=C(S1)NC(=O)N[C@@H](CO)C1=CC=C(C=N1)C1=NC(=CC=C1)N1CCCC1 (R)-1-(5-ethynyl-1,3,4-thiadiazol-2-yl)-3-(2-hydroxy-1-(6-(pyrrolidin-1-yl)-[2,3'-bipyridyl]-6'-yl)ethyl)urea